C(C)(C)(C)OC(=O)C1=CC=C(C=C1)[C@@H]1CN(CC[C@H]1CC1=C2C=CN(C2=C(C=C1C)C)C(=O)OC(C)(C)C)CC(C)(C)O tert-butyl 4-(((3R,4R)-3-(4-(tert-butoxycarbonyl)phenyl)-1-(2-hydroxy-2-methylpropyl)piperidin-4-yl)methyl)-5,7-dimethyl-1H-indole-1-carboxylate